(7s,10r)-3-ethyl-7-isopropyl-10-methyl-2,4-dioxaspiro[5.5]undecane C(C)C1OCC2(CO1)[C@@H](CC[C@H](C2)C)C(C)C